FC=1C=C(C=C(C1)F)C=1C=NC2=CC=C(C=C2C1O[C@@H]1C[C@@H](CC1)NC(OC(C)(C)C)=O)C1=CC(=CC(=C1)F)F tert-butyl ((1R,3S)-3-((3,6-bis(3,5-difluoro phenyl)quinolin-4-yl)oxy)cyclopentyl)carbamate